3-(3-(5-((3-(2,6-dichlorophenyl)-5-phenylisoxazol-4-yl) methoxy) pyrazin-2-yl)-3-hydroxycyclobutyl)-5-methylbenzoate ClC1=C(C(=CC=C1)Cl)C1=NOC(=C1COC=1N=CC(=NC1)C1(CC(C1)C=1C=C(C(=O)[O-])C=C(C1)C)O)C1=CC=CC=C1